N1(CCC1)C1=C(C(=O)NC2=C(C=CC(=C2)C(=O)N2CCC(CC2)(F)C2=CC=C(C=C2)C#N)Cl)C=CC=N1 (azetidin-1-yl)-N-(2-chloro-5-(4-(4-cyanophenyl)-4-fluoropiperidine-1-carbonyl)phenyl)nicotinamide